OC1=CC=C(C(=O)O[Zn]OC(C2=CC=C(C=C2)O)=O)C=C1 bis((4-hydroxybenzoyl)oxy)zinc